3-ethyl-2-oxo-piperidine-3-carboxylic acid C(C)C1(C(NCCC1)=O)C(=O)O